ClC=1C(=NC(=NC1)S(=O)(=O)C)C=1NC2=CC(=CC(=C2C(C1)=O)F)F 2-(5-chloro-2-(methylsulfonyl)pyrimidin-4-yl)-5,7-difluoroquinolin-4(1H)-one